(R)-(+)-1-(2,3-dimethyl-4-fluorophenyl)propyl isocyanate CC1=C(C=CC(=C1C)F)[C@@H](CC)N=C=O